1-(1-ethoxyethoxy)-4-vinyl-benzene C(C)OC(C)OC1=CC=C(C=C1)C=C